C(C)(C)(C)PC(C)(C)C di-tert-butylphosphin